CC(=O)C1=CC(=C(C=C1O)OC)O 2,5-dihydroxy-4-methoxyacetophenone